4-[(2-propenyloxy)methyl]-1,3-dioxolan-2-one C(C=C)OCC1OC(OC1)=O